C(#N)C1=C(C(=C(C(C(=O)N)=C1)C(=O)N)C#N)C#N tricyano-phthalamide